Titanium (4+) 2,4-cyclopentadienide [CH-]1C=CC=C1.[Ti+4].[CH-]1C=CC=C1.[CH-]1C=CC=C1.[CH-]1C=CC=C1